FC(C=1C=C(C=CC1)[C@H](C)N)(F)F (1S)-1-[3-(trifluoromethyl)phenyl]ethanamine